C(C(C)C)N(CC(C)C)CCC N,N-diisobutyl-propylamine